FC(CC)(F)F (S)-1,1,1-trifluoropropane